C(C)(C)C1=C(NC2=CC=C(C=C12)OCC1CN(C1)CCS(=O)(=O)C)C=1C=C(C=2N(C1)N=CN2)C 6-(3-Isopropyl-5-((1-(2-(methylsulfonyl)ethyl)azetidin-3-yl)methoxy)-1H-Indol-2-yl)-8-methyl-[1,2,4]triazolo[1,5-a]pyridin